C(#N)C1CC(C1)C1=CC(=NC(=N1)C(C)(F)F)N1CC2(C=3C=NC(=CC31)NC(C)=O)CC2 N-(1'-(6-((1s,3s)-3-cyanocyclobutyl)-2-(1,1-difluoroethyl)pyrimidin-4-yl)-1',2'-dihydrospiro[cyclopropane-1,3'-pyrrolo[3,2-c]pyridin]-6'-yl)acetamide